FC(C=1N=C2SC(=NN2C1)COC)F 6-(difluoromethyl)-2-(methoxymethyl)imidazo[2,1-b][1,3,4]thiadiazole